(2-acetamido)-N-((5-bromothiophen-2-yl)sulfonyl)-2,4-dichlorobenzamide C(C)(=O)NC1(C(C(=O)NS(=O)(=O)C=2SC(=CC2)Br)C=CC(=C1)Cl)Cl